tert-butyl 9-(7-(6-(bis(4-methoxybenzyl)amino)-4-chloro-3-(trifluoromethyl)pyridin-2-yl)-6-chloro-2,8-difluoroquinazolin-4-yl)-3-oxa-7,9-diazabicyclo[3.3.1]nonane-7-carboxylate COC1=CC=C(CN(C2=CC(=C(C(=N2)C2=C(C=C3C(=NC(=NC3=C2F)F)N2C3COCC2CN(C3)C(=O)OC(C)(C)C)Cl)C(F)(F)F)Cl)CC3=CC=C(C=C3)OC)C=C1